(2,7-diazaspiro[3.5]nonadien-2-yl)-1,3,4-thiadiazol-2-yl-2-chloro-5-methoxy-6-methyl-4,4'-bipyridine-3-carboxamide C1N(CC12C=CN=CC2)C=2C(=NC=CC2C2=C(C(=NC(=C2OC)C)Cl)C(=O)N)C=2SC=NN2